C1(CC1)S(=O)(=O)C1=NC=CC(=C1)C(=O)OC methyl 2-cyclopropylsulfonylpyridine-4-carboxylate